N-((1S,4S,7S)-2-Cyano-2-azabicyclo[2.2.1]heptan-7-yl)-5-(2-phenoxyphenyl)-1H-pyrazol-3-carboxamid C(#N)N1[C@H]2CC[C@@H](C1)[C@@H]2NC(=O)C2=NNC(=C2)C2=C(C=CC=C2)OC2=CC=CC=C2